trans-N1-(5-(1-isopropyl-2-methyl-1H-imidazo[4,5-b]pyridin-6-yl)pyrrolo[2,1-f][1,2,4]triazin-2-yl)-N3,N3-dimethylcyclobutane-1,3-diamine C(C)(C)N1C(=NC2=NC=C(C=C21)C=2C=CN1N=C(N=CC12)N[C@@H]1C[C@H](C1)N(C)C)C